BrC1=C(C=C(C(=C1F)[N+](=O)[O-])OC)F 2-bromo-1,3-difluoro-5-methoxy-4-nitrobenzene